(E)-N-(4-(1-(4-(4-(5-((2-(2,6-dioxopiperidin-3-yl)-1,3-dioxoisoindolin-4-yl)thio)pentanoyl)piperazin-1-yl)benzoyl)piperidin-4-yl)butyl)-3-(pyridin-3-yl)acrylamide O=C1NC(CCC1N1C(C2=CC=CC(=C2C1=O)SCCCCC(=O)N1CCN(CC1)C1=CC=C(C(=O)N2CCC(CC2)CCCCNC(\C=C\C=2C=NC=CC2)=O)C=C1)=O)=O